CN1N=C(C=C1[C@H]1N(CCC1)CC1=CC=C(OC2=CC(=C(C(=O)N)C=C2)O)C=C1)C 4-(4-{[(2S)-2-(1,3-dimethyl-1H-pyrazol-5-yl)pyrrolidin-1-yl]methyl}phenoxy)-2-hydroxybenzamide